cis-cyclohexane-1,4-dicarboxylic acid bis-[(4-aminomethyl-phenyl)-amide] NCC1=CC=C(C=C1)NC(=O)[C@@H]1CC[C@@H](CC1)C(=O)NC1=CC=C(C=C1)CN